3-(4-amino-7-bromo-1H-imidazo[4,5-d]thieno[3,2-b]pyridin-2-yl)propan-1-ol NC1=C2C(=C3C(=N1)C=C(S3)Br)NC(=N2)CCCO